(5-(7-(1-methyl-1H-pyrazol-4-yl)quinazolin-5-yl)pyridin-2-yl)-3,6-diazabicyclo[3.1.1]heptane CN1N=CC(=C1)C1=CC(=C2C=NC=NC2=C1)C=1C=CC(=NC1)C12CNCC(N1)C2